ClC=1N=C(C2=C(N1)N(C=C2C=2C=C1C=CC=NC1=CC2)S(=O)(=O)C2=CC=C(C)C=C2)Cl 6-(2,4-dichloro-7-tosyl-7H-pyrrolo[2,3-d]pyrimidin-5-yl)quinoline